8-bromo-2-(2-(quinolin-7-yloxy)acetyl)-1,3,4,12a-tetrahydrobenzo[e]pyrazino[1,2-a][1,4]diazepine-6,12(2H,11H)-dione BrC1=CC2=C(NC(C3N(C2=O)CCN(C3)C(COC3=CC=C2C=CC=NC2=C3)=O)=O)C=C1